BrC1=C(C(=CC2=C1[C@@H]([C@](O2)(C2=CC=CC=C2)C(CCCNC(OC(C)(C)C)=O)=O)C)F)Cl tert-butyl (4-((2S,3S)-4-bromo-5-chloro-6-fluoro-3-methyl-2-phenyl-2,3-dihydrobenzofuran-2-yl)-4-oxobutyl)carbamate